copper lutidine N1=C(C=CC=C1C)C.[Cu]